FC1=C(C=CC=C1)C1=CC=C(C=C1)B1OC(C)(C)C(C)(C)O1 4-(2-fluorophenyl)phenylboronic acid pinacol ester